(3S,4S)-8-{7-[(2-amino-3-chloropyridin-4-yl)sulfonyl]pyrazolo[1,5-a]pyrazin-4-yl}-3-methyl-2-oxa-8-azaspiro[4.5]decan-4-amine NC1=NC=CC(=C1Cl)S(=O)(=O)C1=CN=C(C=2N1N=CC2)N2CCC1([C@@H]([C@@H](OC1)C)N)CC2